[Cl-].C(CCCCCCCCCCCCCCCCC)[N+](C)(C)C stearyl-trimethyl-ammonium chloride